ortho-dibenzyl-toluene C(C1=CC=CC=C1)C1(C)C(C=CC=C1)CC1=CC=CC=C1